C(#N)C=1C=C(C(=C2CCCC12)NC(=O)NS(=O)(=O)C=1OC=C(C1)C(C)(C)O)C(C)C1CC1 N-((7-cyano-5-(1-cyclopropylethyl)-2,3-dihydro-1H-inden-4-yl)carbamoyl)-4-(2-hydroxypropan-2-yl)furan-2-sulfonamide